1-(5-isoquinolinesulfonyl)-homopiperazine hydrochloride Cl.C1=NC=CC=2C(=CC=CC12)S(=O)(=O)N1CCNCCC1